6-(5-methyl-2-(6-methylpyridin-2-yl)-1H-imidazol-1-yl)imidazo[1,2-a]pyridine-3-carbonitrile CC1=CN=C(N1C=1C=CC=2N(C1)C(=CN2)C#N)C2=NC(=CC=C2)C